1-ethyl-1-methylpyrrolidinium difluoroborate B([O-])(F)F.C(C)[N+]1(CCCC1)C